Cl.CN1N=C(C=C1)C1[C@H]2CNC[C@@H]12 (1R,5S,6r)-6-(1-methyl-1H-pyrazol-3-yl)-3-azabicyclo[3.1.0]hexane hydrochloride salt